4-(chloromethyl)-5-cyclopropyl-3-(2-(difluoromethoxy)phenyl)isoxazole ClCC=1C(=NOC1C1CC1)C1=C(C=CC=C1)OC(F)F